N-(Methylnitrosocarbamoyl)-α-D-glucosamine CN(C(=O)N[C@H]1[C@@H](O)O[C@@H]([C@H]([C@@H]1O)O)CO)N=O